diuranium (2,3-epoxypropyl)-4-(2,3-epoxypropoxy)aniline C(C1CO1)NC1=CC=C(C=C1)OCC1CO1.[U].[U]